BrC1=CC(=NC=2CCCCC12)C=N[S@@](=O)C(C)(C)C (S)-N-((4-bromo-5,6,7,8-tetrahydroquinolin-2-yl)methylene)-2-methylpropane-2-sulfinylAmine